C1(CCCCC1)N(C=1N=C(C2=C(C=NNC2=O)N1)NC1=CC=C(C=C1)N1CCC2(CC2)CC1)C 6-(4-((2-(Cyclohexyl(methyl)amino)-5-oxo-5,6-dihydropyrimido[4,5-d]pyridazin-4-yl)amino)phenyl)-6-azaspiro[2.5]octan